(4-chlorophenyl)-4-[3-(4-methoxyphenylethyl)-1-[2-(4-morpholinyl)ethyl]ureido]-3-methylbenzamide ClC1=CC=C(C=C1)C1=C(C(=O)N)C=CC(=C1C)N(C(=O)NCCC1=CC=C(C=C1)OC)CCN1CCOCC1